2-((3-(2,6-Dioxopiperidin-3-yl)-1-methyl-1H-indazol-6-yl)oxy)-N-(4-(morpholinomethyl)benzyl)acetamide O=C1NC(CCC1C1=NN(C2=CC(=CC=C12)OCC(=O)NCC1=CC=C(C=C1)CN1CCOCC1)C)=O